OC(=O)C(F)(F)F.FC=1C=C(CN(CCN2C3CC(CC2CC3)C=3C=C(C(=O)N)C=CC3)C(CS(=O)(=O)C)=O)C=CC1 3-endo-(8-{2-[(3-fluorobenzyl)-(2-methanesulfonyl-acetyl)-amino]ethyl}-8-azabicyclo[3.2.1]oct-3-yl)-benzamide TFA salt